F[C@@](C(=O)N1[C@@H]([C@H]2[C@@H](C1)CCC2)C(=O)N[C@@H](C[C@H]2C(NCC2)=O)C(CF)=O)(C)C2=CC(=CC=C2)F (1S,3aS,6aR)-2-((S)-2-fluoro-2-(3-fluorophenyl)propanoyl)-N-((S)-4-fluoro-3-oxo-1-((S)-2-oxopyrrolidin-3-yl)butan-2-yl)octahydrocyclopenta[c]pyrrole-1-carboxamide